C(C1=CC=CC=C1)C=1N(C=2C(=C3CC[C@@H](N(C3=CC2)C(=O)OC)C)N1)[C@@H]1CS(CCC1)(=O)=O methyl (7S)-2-benzyl-3-[(3S)-1,1-dioxo-1lambda6-thian-3-yl]-7-methyl-3H,6H,7H,8H,9H-imidazo[4,5-f]quinoline-6-carboxylate